BrC=1C(=C(C[C@@H]2N(CC3(CC3)[C@@H]2NS(=O)(=O)C)C(=O)OC(C)(C)C)C=C(C1)F)F tert-butyl (6S,7S)-6-(3-bromo-2,5-difluorobenzyl)-7-(methylsulfonamido)-5-azaspiro[2.4]heptane-5-carboxylate